COC=1C=C2C(=NC(=NC2=CC1OCCCCCCCC1CCC(CC1)C1=CC=CC=C1)C)N[C@@H](C)C=1SC=C(C1)C1=C(C=CC=C1)CNC (S)-6-methoxy-2-methyl-N-(1-(4-(2-((methylamino)methyl)phenyl)thiophen-2-yl)ethyl)-7-((7-(4-phenylcyclohexyl)heptyl)oxy)quinazolin-4-amine